6-Chloro-N-(2-(cyclopropylamino)-4-fluorophenyl)pyridazine-4-carboxamide ClC1=CC(=CN=N1)C(=O)NC1=C(C=C(C=C1)F)NC1CC1